N-Methyl-N-(3-(2-(4-((3-methyl-4-((1-methyl-1H-benzo[d]imidazol-5-yl)oxy)phenyl)amino)pyrido[3,2-d]pyrimidin-6-yl)vinyl)phenyl)acrylamide CN(C(C=C)=O)C1=CC(=CC=C1)C=CC=1C=CC=2N=CN=C(C2N1)NC1=CC(=C(C=C1)OC1=CC2=C(N(C=N2)C)C=C1)C